N1-((3-chloro-2-fluorophenyl)(cyclobutyl)methyl)-N1-cyclopropylethane-1,2-diamine hydrochloride Cl.ClC=1C(=C(C=CC1)C(N(CCN)C1CC1)C1CCC1)F